N-(3-chloro-4-cyclopropoxyphenyl)-N-(2,2-dimethyl-1-(1-methyl-1H-benzo[d]imidazol-2-yl)propyl)-3-(triisopropylsilyl)propiolamide ClC=1C=C(C=CC1OC1CC1)N(C(C#C[Si](C(C)C)(C(C)C)C(C)C)=O)C(C(C)(C)C)C1=NC2=C(N1C)C=CC=C2